CC1=C(CN2C=3N(C4=C(C2=O)CNCC4)C=CN3)C=CC=C1 4-(2-methylbenzyl)-6,7,8,9-tetrahydroimidazo[1,2-a]pyrido[3,4-e]pyrimidine-5(4H)-one